benzyl 4-[3-[1-[3-amino-6-(2-hydroxyphenyl)pyridazin-4-yl]azetidin-3-yl]oxyphenyl]piperazine-1-carboxylate NC=1N=NC(=CC1N1CC(C1)OC=1C=C(C=CC1)N1CCN(CC1)C(=O)OCC1=CC=CC=C1)C1=C(C=CC=C1)O